COC=1C=C2C(=CNC2=CC1)SC1=CC=C(C=C1)OC 5-methoxy-3-((4-methoxyphenyl)thio)indole